C1(=CC=CC=C1)C1(NC=CC=C1N)N 2-phenylpyridine-2,3-diamine